C(C)(C)(C)P(C1=CC=C(C=C1)C(F)(F)F)C(C)(C)C di-tert-butyl-[4-(trifluoromethyl)phenyl]phosphane